(E)-2-Isopropyl-5-[2-(1-methyl-1H-pyrazol-4-yl)vinyl]phenol C(C)(C)C1=C(C=C(C=C1)\C=C\C=1C=NN(C1)C)O